C(C=C)(=O)N1CC(C1)N1CC(C1)N1C(N(CC=2C1=NC(=NC2)NC)C2=C(C(=CC(=C2Cl)OC)OC)Cl)=O 1-(1'-acryloyl-[1,3'-biazetidin]-3-yl)-3-(2,6-dichloro-3,5-dimethoxyphenyl)-7-(methylamino)-3,4-dihydropyrimido[4,5-d]pyrimidin-2(1H)-one